NC1=C2C(=NC=N1)N(N=C2C2=CC=C(C=C2)NC(=O)C2=NN(C=C(C2=O)C2=NC=C(C=C2)F)C(C)C)CCF N-[4-[4-amino-1-(2-fluoroethyl)-1H-pyrazolo[3,4-d]pyrimidin-3-yl]phenyl]-5-(5-Fluoropyridin-2-yl)-1-isopropyl-4-oxo-1,4-dihydropyridazine-3-carboxamide